C(C=C)(=O)N1[C@H](CN(CC1)C1=NC(=NC=2C[C@@H](CCC12)N1CCC2=CC=CC=C12)N1CC(C1)OC)CC#N 2-((S)-1-Acryloyl-4-((R)-7-(indolin-1-yl)-2-(3-methoxyazetidin-1-yl)-5,6,7,8-tetrahydroquinazolin-4-yl)piperazin-2-yl)acetonitrile